2-((2-(trifluoromethyl)phenoxy)methyl)oxirane FC(C1=C(OCC2OC2)C=CC=C1)(F)F